ClC1=C(C=CC(=C1)C=1N=NN(C1)CC1=C(C=C(C=C1)C=1OC(=NN1)C(F)F)F)CN(C)C 1-(2-chloro-4-(1-(4-(5-(difluoromethyl)-1,3,4-oxadiazol-2-yl)-2-fluorobenzyl)-1H-1,2,3-triazol-4-yl)phenyl)-N,N-dimethylmethanamine